acryloyloxyhexylmethyl-diethoxysilane C(C=C)(=O)OCCCCCC[Si](OCC)(OCC)C